heptadecafluorodec-1-ylphosphonic acid FC(C(C(C(C(C(C(F)(F)P(O)(O)=O)(F)F)(F)F)(F)F)(F)F)(F)F)(CCC(F)(F)F)F